N-Cbzguanidine C(=O)(OCC1=CC=CC=C1)NC(=N)N